ClC1=CC(=C(COC2=CC=CC(=N2)C2=C(C=C(CC3=NC4=C(N3C[C@H]3OCC3)C=C(C=C4)C(=O)O)C=C2)F)C=C1)F (S)-2-(4-(6-((4-chloro-2-fluorobenzyl)oxy)pyridin-2-yl)-3-fluorobenzyl)-1-(oxetan-2-ylmethyl)-1H-benzo[d]imidazole-6-carboxylic acid